(3-acetoxy-2-hydroxypropyloxy)propylbis(trimethylsiloxy)methylsilane C(C)(=O)OCC(COCCC[SiH2]C(O[Si](C)(C)C)O[Si](C)(C)C)O